COC(=O)C=1C(=C2C(N(C(C2=C(C1)Br)C1=C(C=CC(=C1)F)Cl)CC1=CC=C(C=C1)OC)=O)N 4-Amino-7-bromo-1-(2-chloro-5-fluorophenyl)-2-(4-methoxybenzyl)-3-oxoisoindoline-5-carboxylic acid methyl ester